BrC(C)C=1C=C(C=C2C(N(C=3N(C12)C=NC3C=3C=NC=CC3)C)=O)C 9-(1-bromoethyl)-4,7-dimethyl-3-(3-pyridyl)imidazo[1,5-a]quinazolin-5-one